(4-(3-Methyloxyoxetan-3-yl)phenyl)(4-(2-(trifluoromethyl)phenyl)piperidin-1-yl)methanone COC1(COC1)C1=CC=C(C=C1)C(=O)N1CCC(CC1)C1=C(C=CC=C1)C(F)(F)F